ClC1=C(C#N)C=CC(=C1)N1CC2(C[C@@H]1C)CCN(CC2)C2=CC=C(C=C2)C(=O)N2CCC(CC2)CN2CCN(CC2)C2=C(C=CC=C2)N[C@H]2C(NC(CC2)=O)=O 2-Chloro-4-((S)-8-(4-(4-((4-(2-(((R)-2,6-dioxo-piperidin-3-yl)amino)-phenyl)piperazin-1-yl)-methyl)piperidine-1-carbonyl)phenyl)-3-methyl-2,8-diazaspiro[4.5]decan-2-yl)benzonitrile